erucanilide C(CCCCCCCCCCC\C=C/CCCCCCCC)(=O)NC1=CC=CC=C1